N[C@@H]1[C@@H](CC(C(=O)O)(O)O[C@H]1[C@@H]([C@H](O)C)N)O 5,7-Diamino-3,5,7,9-tetradeoxy-D-glycero-D-talo-non-2-ulo-pyranosonic acid